2,2-dioxo-1,2λ6,3-oxathiazolidine-3-carboxylic acid tert-butyl ester C(C)(C)(C)OC(=O)N1S(OCC1)(=O)=O